tert-butyl (S)-2-((benzyloxy)methyl)-7-(4-fluorobenzyl)-2,3-dihydro-1H-pyrido[2,3-b][1,4]oxazine-1-carboxylate C(C1=CC=CC=C1)OC[C@@H]1N(C2=C(OC1)N=CC(=C2)CC2=CC=C(C=C2)F)C(=O)OC(C)(C)C